COC1=CC=C(N1)C=O 5-METHOXY-1H-PYRROLE-2-CARBOXALDEHYDE